[Li+].S1C=NC=C1C(=O)[O-] thiazole-5-carboxylic acid, lithium salt